C(C)(C)(C)C1=NN(C(=C1C(=O)NOCC1=C(C=C(C=C1)C)C)OC1=NC(=CC=C1)Cl)C 3-(tert-butyl)-5-[(6-chloropyridin-2-yl)oxy]-N-((2,4-dimethylbenzyl)oxy)-1-methyl-1H-pyrazole-4-carboxamide